S(=O)(=O)(O)O.C(C)C=1C=C(C(O)=CC1)O 4-ethylcatechol sulfate